N-(1-(tert-butyl)-3-((1s,3s)-3-((tert-butyldiphenylsilyl)oxy)cyclobutyl)-1H-pyrazol-5-yl)-2-(2-formyl-3,5-dimethoxyphenoxy)acetamide C(C)(C)(C)N1N=C(C=C1NC(COC1=C(C(=CC(=C1)OC)OC)C=O)=O)C1CC(C1)O[Si](C1=CC=CC=C1)(C1=CC=CC=C1)C(C)(C)C